2-[(7,8-dimethoxy-5H-pyrimido[5,4-b]indol-4-yl)sulfanyl]acetamide COC=1C(=CC=2C3=C(NC2C1)C(=NC=N3)SCC(=O)N)OC